1,3-diamino-toluene NC1(C)CC(=CC=C1)N